[Sn].[W].[Ni] nickel tungsten-tin